(6-Cyclopropyl-1-Methyl-1H-Indazol-7-yl)-1-(5-(Trifluoromethyl)Pyridin-3-yl)-1H-Pyrazole-4-Sulfonamide C1(CC1)C1=CC=C2C=NN(C2=C1C1=NN(C=C1S(=O)(=O)N)C=1C=NC=C(C1)C(F)(F)F)C